NC=1C(=NC(=CN1)C1=CC(=C2C3(CN(CC2=C1)C)CC3)C)N3N=CC(=C3)P(C)(C)=O (1-(3-amino-6-(2',5'-dimethyl-2',3'-dihydro-1'H-spiro[cyclopropan-1,4'-isoquinolin]-7'-yl)pyrazin-2-yl)-1H-pyrazol-4-yl)dimethylphosphine oxide